N1=CC=C(C2=CC=CC=C12)CN[C@H](C(=O)O)CCCCCCCC1=NC=2NCCCC2C=C1 (S)-2-((quinolin-4-ylmethyl)amino)-9-(5,6,7,8-tetrahydro-1,8-naphthyridin-2-yl)nonanoic acid